ClC1=C(C=C(C=C1)C(CC(C(F)(F)F)(C)O)=O)C (4-chloro-3-methylphenyl)-4,4,4-trifluoro-3-hydroxy-3-methyl-1-butanone